[Na].BrC1=CC=C(C=C1)N1N=C(C(=N1)[C@H]1O[C@H](C(N1CCC1=CC2=C(NC(N2)=O)C=C1)=O)C)C1=CC=C(C=C1)F (2r,5s)-2-(2-(4-bromophenyl)-5-(4-fluorophenyl)-2H-1,2,3-triazol-4-yl)-5-methyl-3-(2-(2-oxo-2,3-dihydro-1H-benzo[d]imidazol-5-yl)ethyl)oxazolidin-4-one sodium